C(C)OC=1C=C(C=CC1OCC)CC(=O)O 3,4-diethoxyphenyl-acetic acid